[I-].C(C)[N+](C)(C)CCOCCOC N-ethyl-N-[2-(2-methoxyethoxy)ethyl]-N,N-dimethyl-ammonium iodide